COC1=CC=C(CCN(C=2SC3=C(N2)C(=C(C=C3F)F)F)CC3=CC=C(C=C3)/C=C/C(=O)O)C=C1 (E)-3-(4-(((4-methoxyphenethyl)(4,5,7-trifluorobenzo[d]thiazol-2-yl)amino)methyl)phenyl)acrylic acid